N-(3-(2-((4-(4-(2-hydroxy-2-methylpropyl)piperazin-1-yl)phenyl)amino)quinazolin-8-yl)phenyl)acryl-amide OC(CN1CCN(CC1)C1=CC=C(C=C1)NC1=NC2=C(C=CC=C2C=N1)C=1C=C(C=CC1)NC(C=C)=O)(C)C